(R)-8-(1-((2-(1-hydroxy-1H-benzo[d][1,2,6]oxazaborinin-6-yl)phenyl)amino)ethyl)-3,6-dimethyl-2-phenyl-4H-chromen-4-one OB1C2=C(C=NO1)C=C(C=C2)C2=C(C=CC=C2)N[C@H](C)C=2C=C(C=C1C(C(=C(OC21)C2=CC=CC=C2)C)=O)C